bis(3,5-difluoro-2-(5-(trifluoromethyl)-2-pyridyl)phenyl)iridium hexafluorophosphate F[P-](F)(F)(F)(F)F.FC=1C(=C(C=C(C1)F)[Ir+]C1=C(C(=CC(=C1)F)F)C1=NC=C(C=C1)C(F)(F)F)C1=NC=C(C=C1)C(F)(F)F